(3E)-11,11-dimethoxy-3-undecene-1-ol COC(CCCCCC/C=C/CCO)OC